C(CCC)ONCCC1=CC(=CC(=C1)OC)OC butoxy-3,5-dimethoxy-phenethylamine